2-[1-(cyclopropylmethyl)-6-[(1R)-1-[(3-fluorobicyclo[1.1.1]pentane-1-carbonyl)amino]ethyl]pyrrolo[2,3-b]pyridin-2-yl]-7-methoxy-1-methyl-benzimidazole-5-carboxylic acid C1(CC1)CN1C(=CC=2C1=NC(=CC2)[C@@H](C)NC(=O)C21CC(C2)(C1)F)C1=NC2=C(N1C)C(=CC(=C2)C(=O)O)OC